2-(2-((7-(5-(aminomethyl)furan-3-yl)benzofuran-5-yl)methoxy)phenyl)acetic acid NCC1=CC(=CO1)C1=CC(=CC=2C=COC21)COC2=C(C=CC=C2)CC(=O)O